C1(CCCC1)C1=NC2=NC=NC(=C2N1)C(=O)NCC1=CC(=CC(=C1)NC1=CC=C(C=C1)S(=O)(=O)C)F 8-Cyclopentyl-N-(3-fluoro-5-((4-(methylsulfonyl)phenyl)amino)benzyl)-7H-purine-6-carboxamide